N1CCCC[C@@]12CN(CCC2)C2=C1C(=NC=C2)NC=C1 4-[(6R)-1,8-diazaspiro[5.5]undecan-8-yl]-1H-pyrrolo[2,3-b]pyridine